OC1(CC(C1)N1CCC2=C1N=NC(=C2)C2=C(C=C1C(C=CO1)=C2O)C)C 5-[7-(3-hydroxy-3-methyl-cyclobutyl)-5,6-dihydropyrrolo[2,3-c]pyridazin-3-yl]-6-methyl-benzofuran-4-ol